rac-camphoric acid C(C1(C)C(C)(C)C(C(=O)O)CC1)(=O)O